C(C)C1NC=CC1 2-ethyl-2,3-dihydro-1H-pyrrole